N1(CCNCCN(CCC1)CC=1C(=C(C=C(C1)C)CNCC(C(C(C(CO)O)O)O)O)O)CC=1C(=C(C=C(C1)C)CNCC(C(C(C(CO)O)O)O)O)O 6,6'-{1,4,7-triazecane-1,7-diylbis[methylene(2-hydroxy-5-methyl-3,1-phenylene)methyleneazanediyl]}di(hexane-1,2,3,4,5-pentol)